O=C1C[C@H](N(C1)C(=O)OC(C)(C)C)C(=O)OC 1-(t-butyl) 2-methyl (S)-4-oxopyrrolidine-1,2-dicarboxylate